C(C)(C)(C)OOC1(CCC(CC1)C(C)(C)C1CCC(CC1)(OOC(C)(C)C)OOC(C)(C)C)OOC(C)(C)C 2,2-bis[4,4-di(t-butylperoxy)cyclohexyl]propane